O1C(=O)C=C(C2=CC=CC=C12)C1=CC=CC=C1 neoflavone